S1(NCCC2=C1C=CC=C2)=O 2,3-dihydrobenzothiazinone